2-(3,9-diazabicyclo[4.2.1]nonan-3-yl)-5-((2-(trifluoromethyl)pyridin-3-yl)thio)-1H-imidazo[4,5-b]pyrazine C12CN(CCC(CC1)N2)C2=NC=1C(=NC=C(N1)SC=1C(=NC=CC1)C(F)(F)F)N2